COC=1N=C2C(=CC=NC2=CC1OC)OC1=C(C=C(C=C1)NC(=O)C=1C(=NC=C(C1O)C=1SC=C(C1)C)C)F N-[4-[(6,7-dimethoxy-1,5-naphthyridin-4-yl)oxy]-3-fluorophenyl]-4-hydroxy-2-methyl-5-(4-methylthiophen-2-yl)pyridine-3-carboxamide